FC1=CC=CC=2COCCCOC=3C(=CC=C(C4=NNC5=CN=C(C12)C=C45)C3)N3CCC(CC3)O 17-fluoro-5-(4-hydroxypiperidin-1-yl)-7,11-dioxa-20,23,24-triazapentacyclo[17.5.2.12,6.013,18.022,25]heptacosa-1(24),2,4,6(27),13(18),14,16,19,21,25-decaene